N-(4-((3,5-dimethyl-4-oxo-3,4-dihydroquinazolin-6-yl)amino)-3,5-difluoropyridin-2-yl)-3-fluoro-N-((2-(trimethylsilyl)-ethoxy)methyl)propane-1-sulfonamide CN1C=NC2=CC=C(C(=C2C1=O)C)NC1=C(C(=NC=C1F)N(S(=O)(=O)CCCF)COCC[Si](C)(C)C)F